tert-butyl 6-fluoro-4-(methoxymethyl)-3,4-dihydroquinoline-1(2H)-carboxylate FC=1C=C2C(CCN(C2=CC1)C(=O)OC(C)(C)C)COC